(1R)-7,8-dioxabicyclo[3.2.1]octan-2-one [C@@H]12C(CCC(CO1)O2)=O